F[C@H]1[C@@H](CN(C1)CCCC(F)(F)F)N1C(=NC=2C1=C1C(=NC2)NC=C1)C(C)O 1-(((3R,4R)-4-fluoro-1-(4,4,4-trifluorobutyl)pyrrolidin-3-yl)-1,6-dihydroimidazo[4,5-d]pyrrolo[2,3-b]pyridin-2-yl)ethanol